1-(tert-Butyl) 2-methyl (2S,4S)-4-aminopiperidine-1,2-dicarboxylate N[C@@H]1C[C@H](N(CC1)C(=O)OC(C)(C)C)C(=O)OC